BrC1=CC(=C2C(=CNC2=C1)C=O)F 6-BROMO-4-FLUOROINDOLE-3-CARBOXALDEHYDE